6-((3S,4S)-4-amino-3-methyl-2-oxa-8-azaspiro[4.5]decan-8-yl)-3-((3-amino-4-fluorophenyl)ethynyl)-5-methyl-1,5-dihydro-4H-pyrazolo[3,4-d]pyrimidin-4-one N[C@@H]1[C@@H](OCC12CCN(CC2)C=2N(C(C1=C(N2)NN=C1C#CC1=CC(=C(C=C1)F)N)=O)C)C